hydroxypropylmethacrylamide CC(=CCCCO)C(=O)N